NC1=NC(=C(C(=N1)NCCCC)CC=1C=C(CP(OCC)(OCC)=O)C=CC1OC)C diethyl (3-((2-amino-4-(butylamino)-6-methylpyrimidin-5-yl)methyl)-4-methoxybenzyl)phosphonate